C(=O)(OC(C)(C)C)NC1CC(CC1)C(=O)O 3-(Boc-amino)cyclopentanecarboxylic acid